P(=O)(OC1=CC=C(C=C1)NC(=O)[C-]1C=CC=C1)([O-])[O-].[CH-]1C=CC=C1.[Fe+2] [N-ferrocenoyl]-4-aminophenyl phosphate